2-isobutyl-suberic acid C(C(C)C)C(C(=O)O)CCCCCC(=O)O